6-chloro-5-[4-[(5-chloro-2-ethyl-3-oxo-4H-quinoxalin-6-yl)methyl]piperazin-1-yl]-N-methyl-pyridine-2-carboxamide ClC1=C(C=CC(=N1)C(=O)NC)N1CCN(CC1)CC=1C(=C2NC(C(=NC2=CC1)CC)=O)Cl